COC=1C=C(CN2C3=C(C=C2C(=O)OCC)CCCCC3=O)C=C(C1)OC Ethyl 1-(3,5-dimethoxybenzyl)-8-oxo-1,4,5,6,7,8-hexahydrocyclohepta[b]pyrrole-2-carboxylate